1-[3-(3-chloro-2-fluoropyridin-4-yl)-5-(hydroxymethyl)-1-(oxane-2-yl)-1H-pyrazolo[3,4-b]pyrazin-6-yl]-4-methyl-N-(pyridin-3-yl)piperidine-4-carboxamide ClC=1C(=NC=CC1C1=NN(C2=NC(=C(N=C21)CO)N2CCC(CC2)(C(=O)NC=2C=NC=CC2)C)C2OCCCC2)F